5-(5-Chloro-2-(2-methoxyacetyl)phenyl)-6-methoxy-2-(4-methoxybenzyl)pyridazin-3(2H)-one ClC=1C=CC(=C(C1)C1=CC(N(N=C1OC)CC1=CC=C(C=C1)OC)=O)C(COC)=O